tris[(4-n-hexylphenyl)isoquinoline] iridium (III) [Ir+3].C(CCCCC)C1=CC=C(C=C1)C1=NC=CC2=CC=CC=C12.C(CCCCC)C1=CC=C(C=C1)C1=NC=CC2=CC=CC=C12.C(CCCCC)C1=CC=C(C=C1)C1=NC=CC2=CC=CC=C12